(S)-3-(3-(difluoromethyl)-8-methyl-[1,2,4]triazolo[4,3-a]pyridine-7-yl)-3-(3-(hydroxymethyl)-4-methylphenyl)-2,2-dimethylpropanoate FC(C1=NN=C2N1C=CC(=C2C)[C@@H](C(C(=O)[O-])(C)C)C2=CC(=C(C=C2)C)CO)F